Ethyl (4aS)-1-(4-fluorophenyl)-6-hydroxy-1,4,5,6,7,8-hexahydro-4aH-benzo[f]indazole-4a-carboxylate FC1=CC=C(C=C1)N1N=CC=2C[C@]3(C(=CC12)CCC(C3)O)C(=O)OCC